tert-butyl 6-[(5-bromo-1-oxo-2,7-naphthyridin-2-yl)methyl]-2-[2-(cyclohexylamino)ethyl]indole-1-carboxylate BrC1=C2C=CN(C(C2=CN=C1)=O)CC1=CC=C2C=C(N(C2=C1)C(=O)OC(C)(C)C)CCNC1CCCCC1